1'-(6-(6-(Difluoromethyl)imidazo[1,2-b]pyridazin-3-yl)pyrimidin-4-yl)-[1,3'-bipyrrolidin]-3-ol FC(C=1C=CC=2N(N1)C(=CN2)C2=CC(=NC=N2)N2CC(CC2)N2CC(CC2)O)F